2-(4-(difluoromethyl)phenyl)-3-hydroxypropionic acid FC(C1=CC=C(C=C1)C(C(=O)O)CO)F